1-octylnonyl-8-[(2-hydroxyethyl)[6-oxo-6-(undecyloxy)hexyl]amino]-octanoate C(CCCCCCC)C(CCCCCCCC)OC(CCCCCCCN(CCCCCC(OCCCCCCCCCCC)=O)CCO)=O